magnesium n-butoxy chloride C(CCC)OCl.[Mg]